C(CCCCCCCCCCC)N1C(CC(C1)C(=O)OCC)=O 1-lauryl-4-ethoxycarbonyl-2-pyrrolidone